4-(6-(4-cyano-2-fluorobenzyloxy)pyridin-2-yl)piperidine-1-carboxylic acid tert-butyl ester C(C)(C)(C)OC(=O)N1CCC(CC1)C1=NC(=CC=C1)OCC1=C(C=C(C=C1)C#N)F